C(#N)C=1C=C(C=CC1)CC(C=1SC2=C(N1)C=CC(=C2)OC)NS(=O)(=O)C=2C=C(C(=O)O)C=CC2 3-[[2-(3-cyanophenyl)-1-(6-methoxy-1,3-benzothiazol-2-yl)ethyl]sulfamoyl]benzoic acid